OC1C2(C(N(C(C1(CN(C2)CC2=NC1=C(C=CC=C1C=C2)O)C(=O)OC)C2=NC=CC=C2)CC2=NC1=C(C=CC=C1C=C2)O)C2=NC=CC=C2)C(=O)OC dimethyl 9-hydroxy-3,7-bis((8-hydroxyquinolin-2-yl)methyl)-2,4-di(pyridin-2-yl)-3,7-diazabicyclo[3.3.1]nonane-1,5-dicarboxylate